tetramethyl (((((1,3-dihydroxy-2-methylpropan-2-yl)azanediyl)bis(methylene))bis(4,1-phenylene))bis(ethane-2,1-diyl))bis(phosphonate) OCC(CO)(C)N(CC1=CC=C(C=C1)CCP(OC)(OC)=O)CC1=CC=C(C=C1)CCP(OC)(OC)=O